COC(=O)C1COC(CC1=O)C1=CC=CC2=CC=CC(=C12)Cl.C1(=CC=CC=C1)C(=C(C1=CC=CC=C1)C1=CC=CC=C1)C1=CC=C(N)C=C1 4-(1,2,2-triphenylvinyl)aniline methyl-6-(8-chloronaphthalen-1-yl)-4-oxotetrahydro-2H-pyran-3-carboxylate